2-((3,3-dimethoxy-8-oxo-2,9,18-trioxa-7-aza-3-silanonadec-19-oyl)amino)-2-methylpropan CO[Si](OC)(CCCNC(OCCCCCCCCOC(=O)NC(C)(C)C)=O)OC